[3-(3-butyl) methyleneaminopropyl] benzoate C(C1=CC=CC=C1)(=O)OCCCN=CC(CC)C